CN(C)CCOCCN(C)C Bis-(N,N-dimethylaminoethyl)ether